(5-(4-fluoro-2-(morpholine-4-carbonyl)phenoxy)pyrimidin-4-yl)-2,7-diazaspiro[4.4]nonane-2-carboxylic acid tert-butyl ester C(C)(C)(C)OC(=O)N1C(C2(CC1)CNCC2)C2=NC=NC=C2OC2=C(C=C(C=C2)F)C(=O)N2CCOCC2